2-deoxy-2-fluoro-beta-d-mannose F[C@@H]1[C@H](O)O[C@@H]([C@H]([C@@H]1O)O)CO